methyl 1-azacyclooctane-2-carboxylate N1C(CCCCCC1)C(=O)OC